COCC1NCC(NCCCCN2CCCC(NC1)C2)C 10-(methoxymethyl)-7-methyl-1,6,9,12-tetraazabicyclo[11.3.1]heptadecane